O.O.O.O.O.[O-]S(=O)(=O)[O-].[Cu+2] The molecule is the pentahydrate of copper(2+) sulfate. A bright blue crystalline solid. It is a hydrate and a metal sulfate. It contains a copper(II) sulfate.